COC1=C(C(=CC=C1)OC)C1=CNC2=NC(=CC=C21)NC(=O)[C@@H]2[C@H](C2)CN2CCOCC2 (1S,2S)-N-[3-(2,6-dimethoxyphenyl)-1H-pyrrolo[2,3-b]pyridin-6-yl]-2-(morpholin-4-ylmethyl)cyclopropane-1-carboxamide